4-(2-(5-bromo-2H-indazol-2-yl)ethyl)morpholine BrC1=CC2=CN(N=C2C=C1)CCN1CCOCC1